C1(CC1)OC=1C=CC(=NC1)S(=O)(=O)Cl 5-cyclopropyloxypyridine-2-sulfonyl chloride